C1(=CC=CC=C1)C(C)C1=NOC=N1 (1-phenylethyl)-1,2,4-oxadiazol